Cl.Cl.NCCOCCOCC(=O)N1C[C@@H](CC1)C(=O)NC1=NN(CC1)C1=CC(=C(C=C1)Cl)Cl (R)-1-(2-(2-(2-aminoethoxy)ethoxy)acetyl)-N-(1-(3,4-dichlorophenyl)-4,5-dihydro-1H-pyrazol-3-yl)pyrrolidine-3-carboxamide dihydrochloride